ClC=1C=CC2=C(C3C(O2)OC(=C3SCCCC[N+](=O)[O-])C3=CC=C(C=C3)OC)C1 5-chloro(4-methoxyphenyl)-3-((4-nitrobutyl)thio)-3a,8a-dihydrofuro[2,3-b]benzofuran